octamethylbis(6-hydroxyhexyl)ferrocene CC1=C(C(=C([C-]1CCCCCCO)C)C)C.[C-]1(C(=C(C(=C1C)C)C)C)CCCCCCO.[Fe+2]